BrC1=CC=C(C=C1)OCC(C)(C)F 1-bromo-4-(2-fluoro-2-methylpropyloxy)benzene